2-(1-bromoethyl)-1,3-thiazole BrC(C)C=1SC=CN1